4'-amino-2-fluoro-3'-nitro-[1,1'-biphenyl] NC1=C(C=C(C=C1)C1=C(C=CC=C1)F)[N+](=O)[O-]